C(C)N(C(CC[C@@H]1NC([C@@H]2CC3=C(NC=4C=C(C=CC34)OC)[C@@H](N2C1=O)CC(C)C)=O)=O)CC N,N-diethyl-3-((3S,6S,12aS)-6-isobutyl-9-methoxy-1,4-dioxo-1,2,3,4,6,7,12,12a-octahydropyrazino[1',2':1,6]pyrido[3,4-b]indol-3-yl)propanamide